C(#N)C1=C(C=CC=C1)[C@H]([C@@H](C)C=1N(C(C(=C(N1)C(=O)NC=1C=NOC1)O)=O)C)C=1C=NN(C1)CCN1CCN(CC1)C 2-((1s,2r)-1-(2-cyanophenyl)-1-(1-(2-(4-methylpiperazin-1-yl)ethyl)-1H-pyrazol-4-yl)propan-2-yl)-5-hydroxy-N-(isoxazol-4-yl)-1-methyl-6-oxo-1,6-dihydropyrimidine-4-carboxamide